4-bromo-2-methyl-5,6,7,8-tetrahydroisoquinolin-1-one BrC1=CN(C(C=2CCCCC12)=O)C